N-(1-Cyano-1-methylethyl)-4-[(3,3-difluorocyclopentancarbonyl)amino]pyridin C(#N)C(C)(C)N1CC=C(C=C1)NC(=O)C1CC(CC1)(F)F